t-butyl-(2,5-dimethyl-2-methylphenyl)silane C(C)(C)(C)[SiH2]C1C(C=CC(=C1)C)(C)C